N-(4-((3S,5R)-3-amino-5-methylpiperidin-1-yl)pyridin-3-yl)-4'-(3,3-difluoropyrrolidine-1-yl)-2,2',6,6'-tetrafluoro-[1,1'-biphenyl]-3-carboxamide dihydrochloride Cl.Cl.N[C@@H]1CN(C[C@@H](C1)C)C1=C(C=NC=C1)NC(=O)C=1C(=C(C(=CC1)F)C1=C(C=C(C=C1F)N1CC(CC1)(F)F)F)F